3-(bis(4-methoxyphenyl)amino)propionitrile COC1=CC=C(C=C1)N(CCC#N)C1=CC=C(C=C1)OC